5-(4-nitrophenyl)-2-(4-(trifluoromethyl)phenyl)Oxazole-4-carboxylic acid ethyl ester C(C)OC(=O)C=1N=C(OC1C1=CC=C(C=C1)[N+](=O)[O-])C1=CC=C(C=C1)C(F)(F)F